N[C@H](C)C=1C=C(C=C2C(C=C(OC12)C1=C(C=C(C=C1)F)F)=O)C (R)-8-(1-Aminoethyl)-2-(2,4-difluorophenyl)-6-methyl-4H-chromen-4-one